NC1=NC=CC=C1S(=O)(=O)NC(=O)C=1C(=NC(=CC1)N1N=C(C=C1)OCC(C)C)N1CC(CC12CCC2)C N-[(2-Amino-3-pyridyl)sulfonyl]-6-(3-isobutoxypyrazol-1-yl)-2-(6-methyl-8-azaspiro[3.4]octan-8-yl)pyridin-3-carboxamid